(5-(azetidin-3-ylamino)-2-methylphenyl)-2-(2-((4-methoxymethylbenzyl)thio)-4H-imidazo[4,5-b]pyridin-4-yl)butanamide N1CC(C1)NC=1C=CC(=C(C1)C(C(=O)N)(CC)N1C=2C(=CC=C1)N=C(N2)SCC2=CC=C(C=C2)COC)C